((4-(7-(((2s,5r)-5-aminotetrahydro-2H-pyran-2-yl)methyl)-2,7-diazaspiro[3.5]non-2-yl)pyrimidin-5-yl)oxy)-N-ethyl-5-fluoro-N-isopropylbenzamide hydrochloride Cl.N[C@@H]1CC[C@H](OC1)CN1CCC2(CN(C2)C2=NC=NC=C2OC2=C(C(=O)N(C(C)C)CC)C=C(C=C2)F)CC1